C(C)(C)(C)C1N(CCC(C1)(F)F)C1C(CC(C1)C1=CC=C(C=C1)F)O tert-butyl-4,4-difluoro-1-(4-(4-fluorophenyl)-2-hydroxycyclopentyl)piperidin